1-((3S,4R)-4-(2,4-difluorophenyl)-1-(2-methoxyethyl)pyrrolidin-3-yl)-3-(1-methyl-3-phenyl-1H-pyrazol-5-yl)urea FC1=C(C=CC(=C1)F)[C@H]1[C@@H](CN(C1)CCOC)NC(=O)NC1=CC(=NN1C)C1=CC=CC=C1